dibutyltin bis(ethylmaleate) C(C)/C(/C(=O)[O-])=C/C(=O)[O-].C(C)/C(/C(=O)[O-])=C/C(=O)[O-].C(CCC)[Sn+4]CCCC